methyl-2-isopropyl-bicyclo(2.2.1)heptane-2-carboxamide CC12C(CC(CC1)C2)(C(=O)N)C(C)C